2'-chloro-N-(5-(4-cyanophenyl)-1,3,4-selenadiazol-2-yl)-5'-methoxy-6-methyl-[4,4'-bipyridine]-3-carboxamide ClC1=NC=C(C(=C1)C1=C(C=NC(=C1)C)C(=O)NC=1[Se]C(=NN1)C1=CC=C(C=C1)C#N)OC